4-amino-4'-fluoro-[1,1'-biphenyl]-3-carbonitrile NC1=C(C=C(C=C1)C1=CC=C(C=C1)F)C#N